C(CCCCCCCCCCCCCCC)(=O)O[2H] palmitic acid-d